(2r,5s)-4-(7-(4-carbamoylpyridin-2-yl)-5-isopropyl-7H-pyrrolo[2,3-d]pyrimidin-4-yl)-2,5-dimethylpiperazine-1-carboxylic acid tert-butyl ester C(C)(C)(C)OC(=O)N1[C@@H](CN([C@H](C1)C)C=1C2=C(N=CN1)N(C=C2C(C)C)C2=NC=CC(=C2)C(N)=O)C